C(C)(C)(C)OC(=O)N1CC(CC1)C(C(=O)OC(C)(C)C)CC1=CC(=CC=C1)C=O 3-[2-tert-butoxy-1-[(3-formylphenyl)methyl]-2-oxoethyl]pyrrolidine-1-carboxylic acid tert-butyl ester